FC1=C(COC23CC4(CC(CC(C2)C4)C3)NCCN3CC4=CC=CC=C4C3)C=CC(=C1)F 2-((3-((2,4-difluorobenzyl)oxy)adamantan-1-yl)amino)-1-(isoindolin-2-yl)ethan